C(#N)CNC(C1=CC=C(C=C1)C1=NC(=NC=C1C)NC=1C=NN(C1)C1CCN(CC1)CC(F)F)=O N-(cyanomethyl)-4-(2-((1-(1-(2,2-difluoroethyl)piperidin-4-yl)-1H-pyrazol-4-yl)amino)-5-methylpyrimidin-4-yl)benzamide